4-[5-(aminomethyl)pyrimidin-2-yl]-3-[(5-morpholin-4-yl-1,3,4-thiadiazol-2-yl)sulfanyl]benzonitrile NCC=1C=NC(=NC1)C1=C(C=C(C#N)C=C1)SC=1SC(=NN1)N1CCOCC1